tert-butyl 9-[tert-butoxycarbonyl (cyanomethyl)amino]-6,7-dichloro-10-(1-tetrahydropyran-2-ylpyrazol-4-yl)-3,4-dihydro-1H-pyrazino[1,2-a]indole-2-carboxylate C(C)(C)(C)OC(=O)N(C=1C=2C(=C3N(C2C(=C(C1)Cl)Cl)CCN(C3)C(=O)OC(C)(C)C)C=3C=NN(C3)C3OCCCC3)CC#N